C(C)(C)(C)OC(NCCC[C@@H](CN1CCNCC1)NC(OC(C)(C)C)=O)=O di-tert-butyl[(4S)-5-(piperazin-1-yl)pentane-1,4-diyl]biscarbamate